4-(prop-2-ynyl)piperidine-1-carboxylic acid tert-butyl ester C(C)(C)(C)OC(=O)N1CCC(CC1)CC#C